CCCC(CC(C(C)C)=O)=O 1,6-dimethyl-3,5-heptanedione